1,3,5-trihydroxy-2-prenylxanthone OC1=C(C(=CC=2OC3=C(C=CC=C3C(C12)=O)O)O)CC=C(C)C